N1-(5-amino-2-methyl-phenyl)-N4-methyl-terephthalamide NC=1C=CC(=C(C1)NC(C1=CC=C(C(=O)NC)C=C1)=O)C